ClC1([C@H]([C@@H]1C1=CC(=C(C(=C1)F)F)F)C(=O)O)Cl Racemic-(trans)-2,2-dichloro-3-(3,4,5-trifluorophenyl)cyclopropane-1-carboxylic acid